C1(CCC1)COC=1C=C(C=CC1)C1=CC(=NN1C=1C=CC=C2C=NN(C12)C)CO [5-[3-(Cyclobutylmethoxy)phenyl]-1-(1-methyl-1H-indazol-7-yl)-1H-pyrazol-3-yl]methanol